C(C)(C)(C)C1=CC(=C(OCC2CCN(CC2)C(=O)OC(C)(C)C)C=C1)I tert-Butyl 4-[(4-(tert-butyl)-2-iodophenoxy)methyl]piperidine-1-carboxylate